CN1N=C2C(C(N(C3=C(N=CC=C23)N)C)([2H])[2H])=C1 2,5-dimethyl-4,5-dihydro-2H-pyrazolo[4,3-c][1,7]naphthyridin-4,4-d2-6-amine